(Z)-4-benzylidene-2-methyloxazol-5(4H)-one C(/C1=CC=CC=C1)=C\1/N=C(OC1=O)C